1-(5-(4-amino-2,7-dimethyl-7H-pyrrolo[2,3-d]pyrimidin-5-yl)indolin-1-yl)-2-(3-fluoro-5-(trifluoromethyl)phenyl)-ethanone NC=1C2=C(N=C(N1)C)N(C=C2C=2C=C1CCN(C1=CC2)C(CC2=CC(=CC(=C2)C(F)(F)F)F)=O)C